FC=1C=C2C(C(NC2=CC1)=O)=NO 5-fluoro-3-(hydroxy-imino)indolin-2-one